(S)-11-bromo-9-methyl-1,2,4a,5-tetrahydro-4H-[1,4]oxazino[4',3':4,5][1,4]oxazino[2,3-b]quinoxaline BrC=1C=2N=C3C(=NC2C=C(C1)C)OC[C@H]1N3CCOC1